COC1=NC=C(C(=N1)OC)C=1C=C(C=2N(N1)C=CN2)N2CC1(CCOC1)CC2 7-(6-(2,4-dimethoxypyrimidin-5-yl)imidazo[1,2-b]pyridazin-8-yl)-2-oxa-7-azaspiro[4.4]nonane